4-(methoxymethyl)benzonitrile COCC1=CC=C(C#N)C=C1